C(C1=CC=CC=C1)OC(=O)N[C@H]1CC[C@@H](N(C1)C(=O)OC(C)(C)C)C(=O)O (2R,5S)-5-{[(benzyloxy)carbonyl]amino}-1-[(tert-butoxy)carbonyl]piperidine-2-carboxylic acid